NC=1C=C(C(=C(C1)C(CC(=O)[O-])C)F)CC 3-(5-amino-Ethyl 2-fluorophenyl)butanoate